((1r,4R)-4-(difluoromethyl)cyclohexyl)((3S,4R,5R)-3,4,5-tris(benzyloxy)piperidin-1-yl)methanone FC(C1CCC(CC1)C(=O)N1C[C@@H](C([C@@H](C1)OCC1=CC=CC=C1)OCC1=CC=CC=C1)OCC1=CC=CC=C1)F